O1C[C@@H](OC2=NC=CC=C21)C2=CC=C(CN1CC3C(C1)CN(C3)C(C)=O)C=C2 1-{5-[(S)-4-(2,3-Dihydro-[1,4]dioxino[2,3-b]pyridin-3-yl)-benzyl]-hexahydro-pyrrolo[3,4-c]pyrrol-2-yl}-ethanone